NC12CCC(CC1)(CC2)C=2N=NNC2 4-(4-aminobicyclo[2.2.2]octan-1-yl)-1H-1,2,3-triazol